CCCCCCCCCCCCCCCCCCCCCC(=O)O[C@H](COC(=O)CCCCCCCCCCC/C=C\C/C=C\CCCCC)COP(=O)(O)OC[C@@H](C(=O)O)N 1-(13Z,16Z-docosadienoyl)-2-docosanoyl-glycero-3-phosphoserine